C1(CCCCC1)C1=C(C=C(CO\N=C(/C)\C2=CC(=C(C=O)C=C2)CC)C=C1)C(F)(F)F (E)-4-(1-(((4-cyclohexyl-3-(trifluoromethyl)benzyl)oxy)imino)ethyl)-2-ethylbenzaldehyde